C1(CC1)C1=CC=C(C=N1)C1=CC=C(N=N1)NC1C2CN(CC12)CC1CCOCC1 trans-N-[6-(6-cyclopropyl-3-pyridinyl)pyridazin-3-yl]-3-(tetrahydropyran-4-ylmethyl)-3-azabicyclo[3.1.0]hexane-6-amine